C(C(C)(C)C)(=O)OCCC[C@@H](CC(=C=C)C)O (S)-4-hydroxy-6-methyloct-6,7-dien-1-yl pivalate